BrC1CC2(CCO1)COC1=C2C=CC=C1 6'-bromo-2',3',5',6'-tetrahydro-2H-spiro[benzofuran-3,4'-pyran]